ClC1=C(C=C(C(=C1)F)C1=C(C(=C(C(=C1F)F)F)F)F)N 4-chloro-2',3',4',5',6,6'-hexafluoro-[1,1'-biphenyl]-3-amine